C1=CC=C(C=C1)[C@H](C(=O)O)NC(=O)C2=CC(=CC(=C2)[N+](=O)[O-])[N+](=O)[O-] (R)-(-)-N-(3,5-dinitrobenzoyl)-alpha-phenylglycine